N1CC(C1)[C@@H]1CN(CC1)C1=NC=CC(=N1)NC1=NNC(=C1)C1CC1 |r| (±)-2-[3-(Azetidin-3-yl)pyrrolidin-1-yl]-N-(5-cyclopropyl-1H-pyrazol-3-yl)pyrimidin-4-amine